5-(2-(Dimethylamino)ethoxy)-2-methyl-N-(1-(3-(thiophen-2-yl)phenyl)cyclopropyl)benzamide CN(CCOC=1C=CC(=C(C(=O)NC2(CC2)C2=CC(=CC=C2)C=2SC=CC2)C1)C)C